5-[methyl-(2-methylbenzyl)amino]-2-(pyridin-2-yl)-4,5,6,7-tetrahydro-2H-indazol-3-ol CN(C1CC2=C(N(N=C2CC1)C1=NC=CC=C1)O)CC1=C(C=CC=C1)C